Cl.N1(CCC=C1)C(=O)O pyrrole-1(2H)-carboxylate hydrochloride